Isopropyl-2-chloro-4-(3,3,5-trimethyl-2,3-dihydro-1H-pyrrolo[3,2-b]pyridin-1-yl)pyrimidine bismuth [Bi].C(C)(C)C=1C(=NC(=NC1)Cl)N1CC(C2=NC(=CC=C21)C)(C)C